FC(S(=O)(=O)OC1=C(C=C(C=C1)C1=C(C=CC=C1)N[C@H](C)C=1C=C(C=C2C(C(=C(OC12)N1CCC(CC1)(C)C)C)=O)C)C(C)=O)(F)F [2-acetyl-4-[2-[[(1R)-1-[2-(4,4-dimethyl-1-piperidyl)-3,6-dimethyl-4-oxo-chromen-8-yl]ethyl]amino]phenyl]phenyl] trifluoromethanesulfonate